C1(=CC=CC=C1)C1=N[Se]C(=C1)C1=CC=C(C=C1)C(F)(F)F 3-phenyl-5-(4-(trifluoromethyl)phenyl)-1,2-selenazole